BrCC1=CC(=C(C=C1)F)F 4-bromomethyl-1,2-difluorobenzene